C1(CCCCC1)S(=O)(=O)OC(C)=O acetyl cyclohexylsulfonate